(1S,3S)-3-((6-(5-((((Benzyloxy)carbonyl)(methyl)amino)methyl)-1-methyl-1H-pyrazol-4-yl)-2-methyl-pyridin-3-yl)oxy)cyclohexan C(C1=CC=CC=C1)OC(=O)N(C)CC1=C(C=NN1C)C1=CC=C(C(=N1)C)OC1CCCCC1